C(CCCCCCCCCCCCCCC)(=O)OC(CO)CO 2-monopalmitoylglycerol